Tert-Butyl (5-(7-Amino-2-Methyl-2,3-Dihydrobenzofuran-4-Yl)-7-Cyclopropyl-7H-Pyrrolo[2,3-D]Pyrimidin-4-Yl)(Tert-Butoxycarbonyl)Carbamate NC1=CC=C(C=2CC(OC21)C)C2=CN(C=1N=CN=C(C12)N(C(OC(C)(C)C)=O)C(=O)OC(C)(C)C)C1CC1